N-(2-hydroxyethyl)-3-(1-isopropyl-4-((1-(3,4,5-trimethoxyphenyl)-1H-imidazol-4-yl)amino)-1H-pyrazolo[3,4-d]pyrimidin-6-yl)butanamide OCCNC(CC(C)C1=NC(=C2C(=N1)N(N=C2)C(C)C)NC=2N=CN(C2)C2=CC(=C(C(=C2)OC)OC)OC)=O